O=C1NC(CCC1N1C(C2=CC=C(C=C2C1=O)NC1=CC=C(C=C1)N1CCC(CC1)=O)=O)=O 2-(2,6-dioxopiperidin-3-yl)-5-[4-(4-oxopiperidin-1-yl)anilino]isoindole-1,3-dione